4-(5-aminopyrazol-1-yl)-6-morpholino-pyridin-3-amine NC1=CC=NN1C1=C(C=NC(=C1)N1CCOCC1)N